FC1=CC=C(CN2C=C3C(=CC2=O)CCN3)C=C1 6-(4-fluorobenzyl)-1,2,3,6-tetrahydro-5H-pyrrolo[2,3-c]pyridine-5-one